3,5-Dichloro-4-((5-fluoro-6-dimethylaminopyrimidin-4-yl)oxy)aniline ClC=1C=C(N)C=C(C1OC1=NC=NC(=C1F)N(C)C)Cl